tert-butyl 6-((6-morpholinopyrimidin-4-yl) amino)-2-azabicyclo[2.2.1]heptane-2-carboxylate O1CCN(CC1)C1=CC(=NC=N1)NC1CC2CN(C1C2)C(=O)OC(C)(C)C